1-tetradecyl-2-octadecanoyl-sn-glycero-3-phosphocholine C(CCCCCCCCCCCCC)OC[C@@H](OC(CCCCCCCCCCCCCCCCC)=O)COP(=O)([O-])OCC[N+](C)(C)C